Cl.CC1(SCCN1)C 2,2-dimethylthiazolidine hydrochloride